C1(CC1)NC(CSC=1N=NC(=C(N1)C1=CC=CC=C1)C1=CC=CC=C1)=O N-cyclopropyl-2-[(5,6-diphenyl-1,2,4-triazin-3-yl)sulfanyl]acetamide